C(C1=CC=CC=C1)N([C@H]1[C@H](CCCC1)OC=1C=C2CN(C(C2=CC1)=O)C1C(NC(CC1)=O)=O)C 3-(5-(((1S,2R)-2-(benzyl(methyl)amino)cyclohexyl)oxy)-1-oxoisoindolin-2-yl)piperidine-2,6-dione